N1=C(C=CC=2CCCNC12)CCCN1N=CC(=C1)C(=O)NC[C@@H](C(=O)O)NS(=O)(=O)C1=C(C=C(C=C1C)C)C (S)-3-(1-(3-(5,6,7,8-tetrahydro-1,8-naphthyridin-2-yl)propyl)-1H-pyrazole-4-carboxamido)-2-((2,4,6-trimethylphenyl)sulphonamido)propanoic acid